C1(CC1)C=1C=NC(=NC1)N1C[C@H](N([C@H](C1)C)C(=O)OCCC1=CNC(C(=C1)C(F)(F)F)O)C 2-(6-oxyl-5-(trifluoromethyl)-1,6-dihydropyridin-3-yl)ethyl (2R,6S)-4-(5-cyclopropylpyrimidin-2-yl)-2,6-Dimethylpiperazine-1-carboxylate